CNCCC1=NC=CC=C1 N-methyl-2-(2-pyridyl)ethylamine